N-(3-chloro-4-fluorophenyl)-4-((2R,4r,7R)-2-hydroxy-2-((methylsulfonyl)methyl)spiro[3.5]nonan-7-yl)-1-methyl-1H-imidazole-5-carboxamide ClC=1C=C(C=CC1F)NC(=O)C1=C(N=CN1C)C1CCC2(CC(C2)(CS(=O)(=O)C)O)CC1